COC1(CN(CCC1)C[C@@H](C)[C@H]1CC[C@H]2\C(\CCC[C@]12C)=C\C=C1C[C@H](C([C@@H](C1)O)=C)O)C (1R,3R)-5-(2-((1R,3aS,7aR,E)-1-((2S)-1-(3-methoxy-3-methylpiperidin-1-yl)propan-2-yl)-7a-methyloctahydro-4H-inden-4-ylidene)ethylidene)-2-methylenecyclohexane-1,3-diol